4-(6-methoxy-5-vinylbenzo[b]Thiophen-2-yl)-4-oxobutanoic acid ethyl ester C(C)OC(CCC(=O)C1=CC2=C(S1)C=C(C(=C2)C=C)OC)=O